4-(7-(2-chloro-5-nitrophenyl)imidazo[5,1-b]thiazol-5-yl)benzoic acid ClC1=C(C=C(C=C1)[N+](=O)[O-])C=1N=C(N2C1SC=C2)C2=CC=C(C(=O)O)C=C2